(S)-2-amino-3-((S)-7-chloro-3-oxo-3,4-dihydro-2H-benzo[b][1,4]oxazin-2-yl)propanenitrile N[C@H](C#N)C[C@H]1C(NC2=C(O1)C=C(C=C2)Cl)=O